OCCN(CCO)CC N,N-bis(2-hydroxyethyl)ethylamine